9,10-anthracenediol disodium salt [Na].[Na].C1=CC=CC2=C(C3=CC=CC=C3C(=C12)O)O